C1(NCC2=CC=C3C(=C12)C=CC=C3)=O 2,3-dihydro-1H-benzisoindol-1-one